2-(4-cyano-1H-pyrazol-1-yl)-N-(2,4-dimethoxybenzyl)-5-nitrobenzenesulfonamide C(#N)C=1C=NN(C1)C1=C(C=C(C=C1)[N+](=O)[O-])S(=O)(=O)NCC1=C(C=C(C=C1)OC)OC